tri-butyl-tin chloride C(CCC)[Sn](CCCC)(CCCC)Cl